2,3,5,6-tetrafluorophenyl-ethanol FC1=C(C(=C(C=C1F)F)F)C(C)O